CN(C)CCCO 3-(N,N-dimethylamino)propan-1-ol